4-[[3-[2,3-difluoro-4-(3-methyl-1H-pyrazol-4-yl)phenyl]imidazo[1,2-a]pyrazin-8-yl]amino]-2-ethyl-N-(4-piperidylmethyl)benzamide FC1=C(C=CC(=C1F)C=1C(=NNC1)C)C1=CN=C2N1C=CN=C2NC2=CC(=C(C(=O)NCC1CCNCC1)C=C2)CC